FC1(CNC1)COC(=O)N1CCC(CC1)NC1=NC(=NC=2N1N=CC2C(C)C)N[C@H](C)C2=CC=NC=C2 (R)-4-((8-isopropyl-2-((1-(pyridin-4-yl)ethyl)amino)pyrazolo[1,5-a][1,3,5]triazine-4-yl)amino)piperidine-1-carboxylic acid (3-fluoroazetidine-3-yl)methyl ester